6'-((1-(but-2-ynoyl)-3-(3-chloro-2-methylphenyl)azetidin-3-yl)amino)-1'-methylspiro[cyclopropane-1,3'-indolin]-2'-one C(C#CC)(=O)N1CC(C1)(C1=C(C(=CC=C1)Cl)C)NC1=CC=C2C3(C(N(C2=C1)C)=O)CC3